C(#N)C1(CC1)NS(=O)(=O)C1=CC=C2C3=C(N(C2=C1)C=1SC(=NN1)C(F)F)N=CN=C3NC(CN3CCOCC3)=O N-(7-(N-(1-Cyanocyclopropyl)sulfamoyl)-9-(5-(difluoromethyl)-1,3,4-thiadiazol-2-yl)-9H-pyrimido[4,5-b]indol-4-yl)-2-morpholinoacetamide